[N+](=O)([O-])C=1C=CC(=NC1)N1[C@@H]2CO[C@@H](C1)C2 (1R,4S)-5-(5-nitropyridin-2-yl)-2-oxa-5-azabicyclo[2.2.1]heptane